(3S)-1-[4-({(1R)-1-[3-(difluoromethyl)-2-fluorophenyl]ethyl}amino)-2-methylpyrido[3,4-d]pyrimidin-6-yl]piperidine-3-carboxamide FC(C=1C(=C(C=CC1)[C@@H](C)NC=1C2=C(N=C(N1)C)C=NC(=C2)N2C[C@H](CCC2)C(=O)N)F)F